FC=1C=C(C(=O)N(C)CC=2N=NN(C2)[C@H](CC2=CC=3CCCCC3C=C2)CC(=O)NO)C=CC1F (R)-3,4-Difluoro-N-((1-(4-(hydroxyamino)-4-oxo-1-(5,6,7,8-tetrahydronaphthalin-2-yl)butan-2-yl)-1H-1,2,3-triazol-4-yl)methyl)-N-methylbenzamid